1-Dodecyl-1-methylpiperidinium acetat C(C)(=O)[O-].C(CCCCCCCCCCC)[N+]1(CCCCC1)C